COC(=O)C=1N(C=CC1C(F)(F)F)NC(=O)C12CN(C(C1)C2)C(=O)OC(C)(C)C tert-butyl 4-((2-(methoxycarbonyl)-3-(trifluoromethyl)-1H-pyrrol-1-yl)carbamoyl)-2-azabicyclo[2.1.1]hexane-2-carboxylate